OC(=O)C(F)(F)F.N1(N=NC=C1)C[C@@H]1C[C@H](CN1)NC(=O)C=1OC(=NN1)C=1C(=NC=C(C1)C#N)N1CCC1 N-((3R,5S)-5-((1H-1,2,3-Triazol-1-yl)methyl)pyrrolidin-3-yl)-5-(2-(azetidin-1-yl)-5-cyanopyridin-3-yl)-1,3,4-oxadiazole-2-carboxamide TFA salt